N-ethyl-2-(7-fluoro-4-methoxy-1H-indazol-3-yl)-N-methylethan-1-amine fumarate salt C(\C=C\C(=O)O)(=O)O.C(C)N(CCC1=NNC2=C(C=CC(=C12)OC)F)C